quinoline copper hydroxide [Cu](O)O.N1=CC=CC2=CC=CC=C12